2-([1,1'-biphenyl]-4-yl)ethane-1-sulfonyl fluoride C1(=CC=C(C=C1)CCS(=O)(=O)F)C1=CC=CC=C1